N-((2,4-difluorobenzyl)(methyl)(oxo)-λ6-sulfaneylidene)-4-(5-(trifluoromethyl)-1,2,4-oxadiazol-3-yl)benzamide FC1=C(CS(=NC(C2=CC=C(C=C2)C2=NOC(=N2)C(F)(F)F)=O)(=O)C)C=CC(=C1)F